5,7-dibromo-8-hydroxyisoquinoline BrC1=C2C=CN=CC2=C(C(=C1)Br)O